3-(((9-cyclopentyl-2-(methylamino)-9H-purin-6-yl)amino)methyl)-4,6-diethylpyridin-2(1H)-one C1(CCCC1)N1C2=NC(=NC(=C2N=C1)NCC=1C(NC(=CC1CC)CC)=O)NC